FC(S(=O)(=O)N1CN(C=C1)C)F 1-(difluoromethylsulfonyl)-3-methylimidazole